C(C)N(CCCOC1=C(C=C2C(=NC=NC2=C1)OC1=C(C=C(C=C1)NC(=O)C1(CC1)C(=O)NC1=CC=C(C=C1)F)F)OC)CC N-(4-{[7-{[3-(diethylamino)propyl]oxy}-6-(methyloxy)quinazolin-4-yl]oxy}-3-fluorophenyl)-N'-(4-fluorophenyl)cyclopropane-1,1-dicarboxamide